ClC1=C(C=C(C=2C3=C(NC12)CCNC([C@@H]3C)=O)O)Cl |r| racemic-7,8-dichloro-10-hydroxy-1-methyl-3,4,5,6-tetrahydroazepino[4,5-b]indol-2(1H)-one